N-(5-((R)-1,1-difluoropropan-2-yl)-1H-pyrazol-3-yl)-6-((S)-1-phenylethoxy)pyrazin-2-amine FC([C@H](C)C1=CC(=NN1)NC1=NC(=CN=C1)O[C@@H](C)C1=CC=CC=C1)F